(E)-N-(3-hydroxy-1-adamantyl)-3-(2-(6-methoxy-3-pyridinyl)-4-morpholino-6-thieno[3,2-d]pyrimidinyl)acrylamide OC12CC3(CC(CC(C1)C3)C2)NC(\C=C\C2=CC=3N=C(N=C(C3S2)N2CCOCC2)C=2C=NC(=CC2)OC)=O